5-bromo-N-methoxy-N-methylisothiazole-4-carboxamide BrC1=C(C=NS1)C(=O)N(C)OC